[Si](C1=CC=CC=C1)(C1=CC=CC=C1)(C(C)(C)C)OC[C@H]1N(C(C[C@H]1OC1OCCCC1)=O)C(=O)OC(C)(C)C tert-butyl (2R,3R)-2-[[tert-butyl(diphenyl)silyl] oxymethyl]-5-oxo-3-tetrahydropyran-2-yloxy-pyrrolidine-1-carboxylate